CN1CCN(CC1)C1=CC=C(C=C1)NC(=O)C=1C(NC=CC1NC1=CC=NC=C1)=O N-(4-(4-Methylpiperazin-1-yl)phenyl)-2-oxo-4-(pyridin-4-ylamino)-1,2-dihydropyridine-3-carboxamide